2,2-diphenyl-5-hydroxy-6-morpholino-carbonyl-2H-naphtho[1,2-b]pyran C1(=CC=CC=C1)C1(C=CC2=C(O1)C1=CC=CC=C1C(=C2O)C(=O)C2CNCCO2)C2=CC=CC=C2